COC(=O)C=1C=2C3=C(N(C2C=CC1)CC(=O)N1[C@@H]2C[C@@]2(C[C@H]1C(NC1=NC(=CC=C1)Br)=O)C)N=CN=C3N.C(=C)N(C(C)=O)C N-vinyl-N-METHYL-ACETAMIDE methyl-4-amino-9-(2-((1R,3S,5R)-3-((6-bromopyridin-2-yl)carbamoyl)-5-methyl-2-azabicyclo[3.1.0]hexan-2-yl)-2-oxoethyl)-9H-pyrimido[4,5-b]indole-5-carboxylate